CNC(=O)C1=CNC2=NC=C3C(=C21)N=CN3 n-methyl-3,6-dihydroimidazo[4,5-d]pyrrolo[2,3-b]pyridine-8-carboxamide